Pyrimidine trifluoroacetate FC(C(=O)O)(F)F.N1=CN=CC=C1